N=1C=NN2C1C=CC(=C2)N2C(C1=CC=CC=C1C(C2)C2=CC(=C(C=C2)Cl)Cl)([2H])[2H] ([1,2,4]triazolo[1,5-a]pyridin-6-yl)-4-(3,4-dichlorophenyl)-1,2,3,4-tetrahydroisoquinoline-1,1-d2